FC(C1=C(C(=O)OC2CCCOC23CCCO3)C=CC=C1)(F)F 1,6-dioxaspiro[4.5]decan-10-yl 2-(trifluoromethyl)benzoate